BrC1=C(C(=C2N(C1=O)C(CS2(=O)=O)C(=O)OC)C2=CC(=CC=C2)C(F)(F)F)CC2=CC=CC1=CC=CC=C21 methyl 6-bromo-7-(naphthalen-1-ylmethyl)-5-oxo-8-(3-(trifluoromethyl)phenyl)-2,3-dihydro-5H-thiazolo[3,2-a]pyridine-3-carboxylate 1,1-dioxide